CC1=C(C=CC(=C1)NC1=CC=2C(C3=CC=CC=C3C2C=C1)(C)C)C1=C(C=CC=C1)C N-(2,2'-dimethyl-[1,1'-biphenyl]-4-yl)-9,9-dimethyl-9H-fluoren-2-amine